BrC=1C(=C(C=C(C1)C#N)NC1=NC=2N(C(=N1)N(CC1=CC=C(C=C1)OC)[C@H]1[C@H](C1)F)N=CC2C#N)Cl 2-((3-bromo-2-chloro-5-cyanophenyl)amino)-4-(((1R,2S)-2-fluorocyclopropyl)(4-methoxybenzyl)amino)pyrazolo[1,5-a][1,3,5]triazine-8-carbonitrile